tert-Butyl 3-((chlorosulfonyl)methyl)cyclobutanecarboxylate ClS(=O)(=O)CC1CC(C1)C(=O)OC(C)(C)C